Cl.Cl.N1=CC=C(C=C1)CC=1N=C(C2=C(N1)NC=C2)N [(pyridin-4-yl)methyl]-7H-pyrrolo[2,3-d]pyrimidin-4-amine dihydrochloride